FC1=C(C=C(C=C1)[N+](=O)[O-])N(C=O)CC(C)=O N-(2-fluoro-5-nitrophenyl)-N-(2-oxopropyl)formamide